C1=C(C=CC2=CC=CC=C12)C1=CC=C(C2=C1OC1=C2C=CC=C1)B(O)O (4-(naphthalen-2-yl)dibenzo[b,d]furan-1-yl)boronic acid